NC=1SC=2CN(CCC2N1)C(C(=O)C1=C(C(=C(N1C)C)C(=O)NC1=CC(=C(C=C1)F)C)C)=O 5-(2-(2-amino-6,7-dihydrothiazolo[5,4-c]pyridin-5(4H)-yl)-2-oxoacetyl)-N-(4-fluoro-3-methylphenyl)-1,2,4-trimethyl-1H-pyrrole-3-carboxamide